N1C=NC(=C1)CCNC(CC(CC(=O)NCCC=1N=CNC1)(C)C)=O N,N'-bis[2-(1H-imidazol-4-yl)ethyl]-3,3-dimethylglutaramide